CN1N=C(C=C1C)CNC(=O)[C@@H]1CN(CC[C@H]1NC(=O)C1=NOC(=C1)C1=C(C=C(C=C1)F)F)C1CCCCC1 |o1:11,16| (3R*,4R*)-1-Cyclohexyl-4-{[5-(2,4-difluoro-phenyl)-isoxazole-3-carbonyl]-amino}-piperidine-3-carboxylic acid (1,5-dimethyl-1H-pyrazol-3-ylmethyl)-amide